N-(4-(5-cyanopyridin-3-yl)-2-fluorophenyl)-2-(2-(cyclopropanesulfonamido)thiazol-4-yl)butanamide C(#N)C=1C=C(C=NC1)C1=CC(=C(C=C1)NC(C(CC)C=1N=C(SC1)NS(=O)(=O)C1CC1)=O)F